OCC#CC=1C=CC2=C(C(OC3=CC=CC=C23)=O)C1 8-(3-hydroxyprop-1-yn-1-yl)-6H-benzo[c]chromen-6-one